ClC1=NC(=C(C(=N1)NC1C(C2CCC1CC2)C(=O)OC)F)Cl (+/-)-trans-methyl 3-((2,6-dichloro-5-fluoropyrimidin-4-yl)amino)bicyclo[2.2.2]octane-2-carboxylate